C1=C(C=CC2=CC=CC=C12)\C=N\NC(C(=O)NCC1=CC=NC=C1)=O (E)-2-(2-(naphthalen-2-ylmethylene)hydrazino)-2-oxo-N-(pyridin-4-ylmethyl)acetamide